3-methyl-N-(5-(5-methyl-1,2,4-oxadiazol-3-yl)-2,3-dihydro-1H-inden-1-yl)isoxazole-4-carboxamide CC1=NOC=C1C(=O)NC1CCC2=CC(=CC=C12)C1=NOC(=N1)C